CN1N=C(C=C1CN(C1COC1)C)N 1-Methyl-5-((methyl(oxetan-3-yl)amino)methyl)-1H-pyrazol-3-amine